ClC1=CC(=CC(N1C)=O)S(=O)(=O)N(C)C(C(F)(F)F)C1=CC=C(C=C1)Cl 6-chloro-N-(1-(4-chlorophenyl)-2,2,2-trifluoroethyl)-N,1-dimethyl-2-oxo-1,2-dihydropyridine-4-sulfonamide